C1(=CC=CC=C1)C(C[Al](CC(C1=CC=CC=C1)C1=CC=CC=C1)CC(C1=CC=CC=C1)C1=CC=CC=C1)C1=CC=CC=C1 tris[(2,2-diphenyl)ethyl]aluminum